(S)-2-(1,3-dimethyl-2,6-dioxo-1,2,3,6-tetrahydro-7H-purin-7-yl)-N-(4-(3-fluoro-4-((S)-3-methoxypyrrolidin-1-yl)phenyl)-5-methylthiazol-2-yl)propanamide Natrium-Aluminium phosphit P([O-])([O-])[O-].[Al+3].[Na+].CN1C(N(C=2N=CN(C2C1=O)[C@H](C(=O)NC=1SC(=C(N1)C1=CC(=C(C=C1)N1C[C@H](CC1)OC)F)C)C)C)=O